O(C1=CC=CC=C1)CC1(CC=NO1)C(=O)N 5-(phenoxymethyl)-4,5-dihydroisoxazole-5-carboxamide